N[S@@](=NC(CC1=C2CCCC2=CC=2CCCC12)=O)(=O)C=1C=NN2C1OCCC2 (S)-N-(amino(6,7-dihydro-5H-pyrazolo[5,1-b][1,3]oxazin-3-yl)(oxo)-λ6-sulfaneylidene)-2-(1,2,3,5,6,7-hexahydro-s-indacen-4-yl)acetamide